phosphonic acid, monopotassium salt [K+].P([O-])(O)=O